3-amino-6-chlorothieno[3,2-c]pyridine-2-carboxylic acid NC1=C(SC2=C1C=NC(=C2)Cl)C(=O)O